NCC1CC(CC1)NC=1C=NC(=NC1)N1CCC(CC1)C(C)C N-(3-(aminomethyl)cyclopentyl)-2-(4-isopropylpiperidin-1-yl)pyrimidin-5-amine